(alphaS)-alpha-amino-3-fluorophenylpropionitrile N[C@@](C#N)(C)C1=CC(=CC=C1)F